2,2,3-trimethyl-1-(2-(5-(p-tolyl)-1H-imidazol-2-yl)piperidin-1-yl)butan-1-one CC(C(=O)N1C(CCCC1)C=1NC(=CN1)C1=CC=C(C=C1)C)(C(C)C)C